Natrium 7-[[4-[2-Fluoro-4-[[1-[(3-Chlorophenyl)carbamoyl]cyclopropanecarbonyl]amino] phenoxy]-6-methoxy-7-quinolyl]oxy]heptanoat FC1=C(OC2=CC=NC3=CC(=C(C=C23)OC)OCCCCCCC(=O)[O-])C=CC(=C1)NC(=O)C1(CC1)C(NC1=CC(=CC=C1)Cl)=O.[Na+]